Bis(trifluoromethyl)diaminobiphenyl FC(F)(F)C=1C(=C(C=CC1N)C1=CC=C(C=C1)N)C(F)(F)F